2'-chloro-N-(5-(5-chloronicotinoyl)-5,6-dihydro-4H-pyrrolo[3,4-d]thiazol-2-yl)-5'-methoxy-6-methyl-[4,4'-bipyridine]-3-carboxamide ClC1=NC=C(C(=C1)C1=C(C=NC(=C1)C)C(=O)NC=1SC2=C(N1)CN(C2)C(C2=CN=CC(=C2)Cl)=O)OC